2-(6-fluoro-2-hydroxy-3-methoxyphenyl)-4(s)-ethylimidazole FC1=CC=C(C(=C1C=1NC=C(N1)CC)O)OC